1-(4-dodecyl-phenyl)-2-hydroxy-2-methylpropane C(CCCCCCCCCCC)C1=CC=C(C=C1)CC(C)(C)O